[Na+].S([O-])([O-])(=O)=O.[Na+] sulphuric acid sodium salt